(5-(4,6-dimethylpyrimidin-2-yl)hexahydropyrrolo[3,4-c]pyrrol-2(1H)-yl)methanone CC1=NC(=NC(=C1)C)N1CC2C(C1)CN(C2)C=O